CC(C(=O)OC1C(OC(CCOC(C1)=O)=O)C)C 6-methyl-4,9-dioxo-1,5-dioxonan-7-yl 2-methylpropanoat